(S)-3-ethoxypyrrolidine C(C)O[C@@H]1CNCC1